1-methyl-3-methoxy-4-nitropyrazole CN1N=C(C(=C1)[N+](=O)[O-])OC